tert-butyl 7-(2-{[5-fluoro-6-(methanesulfonylmethyl)pyridin-3-yl]amino}-5H,6H,7H,8H-pyrido[3,4-d]pyrimidin-7-yl)-8-methyl-1H,2H,3H-pyrido[2,3-b][1,4]oxazine-1-carboxylate FC=1C=C(C=NC1CS(=O)(=O)C)NC=1N=CC2=C(N1)CN(CC2)C2=C(C1=C(OCCN1C(=O)OC(C)(C)C)N=C2)C